((5R,9S)-3-(3,5-Difluorophenyl)-2-methyl-4,5,6,7,8,9-hexahydro-2H-5,9-epiminocycloocta[c]pyrazol-10-yl)(1,6-naphthyridin-5-yl)methanone FC=1C=C(C=C(C1)F)C1=C2C(=NN1C)[C@@H]1CCC[C@H](C2)N1C(=O)C1=C2C=CC=NC2=CC=N1